N-(3-Chlorophenyl)-6-(trifluoromethyl)-5,6-dihydroindazolo[3,2-a]isoquinolin-6-amine ClC=1C=C(C=CC1)NC1(N2C(C=3C=CC=CC3C1)=C1C=CC=CC1=N2)C(F)(F)F